3-Mercaptopropylethyl sulfide SCCCSCC